4-(2-methyloxolane-2-carbonyl)piperazin CC1(OCCC1)C(=O)N1CCNCC1